4-chloro-7-(trifluoromethyl)isoindoline ClC1=C2CNCC2=C(C=C1)C(F)(F)F